5-bromo-N-(1-ethylpiperidin-3-yl)oxazolo[4,5-b]pyridin-2-amine BrC1=CC=C2C(=N1)N=C(O2)NC2CN(CCC2)CC